5-(4-(4-(2-amino-4-(trifluoromethyl)pyrimidine-5-yl)-6-morpholino-1,3,5-triazin-2-yl)piperazine-1-yl)-5-oxopentanoic acid methyl ester COC(CCCC(=O)N1CCN(CC1)C1=NC(=NC(=N1)C=1C(=NC(=NC1)N)C(F)(F)F)N1CCOCC1)=O